tricaprylyl-amine C(CCCCCCC)(=O)N(C(CCCCCCC)=O)C(CCCCCCC)=O